ClC1=CC=C(C=C1)[C@H]([C@@H]1[C@H]([C@H]([C@@H](O1)N1C=2NC=NC(C2N=C1)=NO)O)O)O 9-((2R,3R,4S,5R)-5-((R)-(4-chlorophenyl)(hydroxy)methyl)-3,4-dihydroxytetrahydrofuran-2-yl)-3,9-dihydro-6H-purin-6-one oxime